[N+](=O)([O-])C1=CC(=C2C=NN(C2=C1)C1OCCCC1)C#C[Si](C)(C)C 6-nitro-1-(tetrahydro-2H-pyran-2-yl)-4-((trimethylsilyl)ethynyl)-1H-indazole